OC=1C(=C(C=CC1)P1(OC2=CC=CC=C2C=2C=CC=CC12)=O)O 10-(dihydroxyphenyl)-10H-9-oxa-10-phosphaphenanthrene-10-oxide